5-Cyano-3-methyl-N-(3-(4-(trifluoromethyl)phenyl)-1H-indazol-5-yl)picolinamide C(#N)C=1C=C(C(=NC1)C(=O)NC=1C=C2C(=NNC2=CC1)C1=CC=C(C=C1)C(F)(F)F)C